C[C@@H]1CC[C@H](N(C1)C(C(=O)NC=1C=C(C=NC1)C(=O)N)=O)C1=NC=CC=C1 5-[[2-[(2S,5R)-5-methyl-2-(2-pyridyl)-1-piperidyl]-2-oxo-acetyl]amino]pyridine-3-carboxamide